3-tert-butyl-5-(2-(2-ethylhexyloxy)-carbonylethyl)-2H-benzotriazole C(C)(C)(C)N1NNC2=C1C=C(C=C2)CCC(=O)OCC(CCCC)CC